[1-(thiophen-2-ylmethyl)piperidin-4-yl]methylpropanamide S1C(=CC=C1)CN1CCC(CC1)CC(C(=O)N)C